2-(tert-butoxycarbonyl)-5-(2-(6-chloro-1H-indol-3-yl)acetyl)octahydro-1H-pyrrolo[3,4-c]Pyridine-7-carboxylic acid C(C)(C)(C)OC(=O)N1CC2CN(CC(C2C1)C(=O)O)C(CC1=CNC2=CC(=CC=C12)Cl)=O